(S)-1-(4-methoxybenzyl)-1,2,3,6-tetrahydropyridin-3-ol COC1=CC=C(CN2C[C@H](C=CC2)O)C=C1